Nδ-(Iminoethyl)-L-ornithine N=CCNCCC[C@H](N)C(=O)O